2,5-diethylbenzoquinone C(C)C=1C(C=C(C(C1)=O)CC)=O